[N+](=O)([O-])C(COC(CN(CC(=O)OCC(C)([N+](=O)[O-])[N+](=O)[O-])CC(=O)OCC(C)([N+](=O)[O-])[N+](=O)[O-])=O)(C)[N+](=O)[O-] tris(2,2-dinitropropyl)-2,2',2''-nitrilotriacetate